C(OC1=CC=C(C=C1)C1=CC=CC=C1)(OC1=CC=C(C=C1)C1=CC=CC=C1)=O bis-(biphenyl-4-yl) carbonate